ethyl 5-methylsulfinyl-4-oxo-1-[4-(trifluoromethoxy)phenyl]cinnoline-3-carboxylate CS(=O)C1=C2C(C(=NN(C2=CC=C1)C1=CC=C(C=C1)OC(F)(F)F)C(=O)OCC)=O